S(=O)(=O)(O)OC1=C(C=CC=C1)CCCCCCCC octylphenol sulfate